3-amino-6-(pyrimidin-2-yl)-5,6,7,8-tetrahydro-1,6-naphthyridine NC=1C=NC=2CCN(CC2C1)C1=NC=CC=N1